4a-(3-Bromophenyl)-5-fluoro-2,2-dimethyl-1,2,4,4a-tetrahydro-3H-pyrimido[1,2-a]quinolin-3-one BrC=1C=C(C=CC1)C12N(C3=CC=CC=C3C=C1F)CC(C(N2)=O)(C)C